5-[[(3R,4R)-4-[4-Chloro-2-(5-fluoro-2-pyridyl)-1H-imidazol-5-yl]-3-methyl-1-piperidyl]sulfonyl]-N-methyl-pyrimidin-2-amine ClC=1N=C(NC1[C@H]1[C@H](CN(CC1)S(=O)(=O)C=1C=NC(=NC1)NC)C)C1=NC=C(C=C1)F